5-Methyl-3H-[1,3,4]oxadiazol-2-one CC1=NNC(O1)=O